(3,4-difluorobenzyl)quinoxaline-2,3-diamine FC=1C=C(CC2=C3N=C(C(=NC3=CC=C2)N)N)C=CC1F